SC(C(=O)O)C.SC(C(=O)O)C.SC(C(=O)O)C.N(CCO)CCO diethanolamine tris(mercaptopropionate)